N-[4-(4-chlorophenyl)-2,2-dimethylbutyl]-4-methylbenzenesulfonamide ClC1=CC=C(C=C1)CCC(CNS(=O)(=O)C1=CC=C(C=C1)C)(C)C